(S)-7-chloro-3-isopropyl-5-phenyl-1,3-dihydro-2H-benzo[e][1,4]diazepin-2-one ClC1=CC2=C(NC([C@@H](N=C2C2=CC=CC=C2)C(C)C)=O)C=C1